FC(C=1C=C(CN2N=NC=C2)C=CC1)(F)F 1-(3-trifluoromethylbenzyl)-1H-1,2,3-triazole